FC1=C(C=C(C=C1)C(CCC(CNC(OC(C)(C)C)=O)C)=O)C tert-butyl (5-(4-Fluoro-3-methylphenyl)-2-methyl-5-oxopentyl)carbamate